ClC1=C2C3=C(N=CN=C3C=C1C=1C=NC=CC1C)N1[C@H](CO2)CN(CC1)C(C=C)=O 1-[(8aS)-6-Chloro-5-(4-methylpyridin-3-yl)-8a,9,11,12-tetrahydropyrazino[2',1':3,4][1,4]oxazepino[5,6,7-de]quinazolin-10(8H)-yl]prop-2-en-1-one